OC1=C(C=CC=C1)C1=CC(=CN=N1)N1CCC(CC1)(C(=O)O)C 1-[6-(2-hydroxyphenyl)pyridazin-4-yl]-4-methylpiperidine-4-carboxylic acid